FC1=C(C(=C(C(=C1F)NC(=O)C=1N=C(SC1C(=O)OC(C)(C)C)C(=O)OC)F)F)C1=CC(=CC=C1)OC([2H])([2H])[2H] 5-(tert-Butyl) 2-methyl 4-((2,3,5,6-tetrafluoro-3'-(methoxy-d3)-[1,1'-biphenyl]-4-yl)carbamoyl)thiazole-2,5-dicarboxylate